FC1=C(OC2=C(C=C(C=C2)S(=O)(=O)C)C=2C3=C(C(N(C2)C)=O)NC(=C3)C(=O)O)C=CC(=C1)F 4-[2-(2,4-difluorophenoxy)-5-methanesulfonylphenyl]-6-methyl-7-oxo-1H-pyrrolo[2,3-c]Pyridine-2-carboxylic acid